4-(CYCLOHEXYLCARBAMOYL)-3-FLUOROBENZENEBORONIC ACID C1(CCCCC1)NC(=O)C1=C(C=C(C=C1)B(O)O)F